1-(8-Bromo-5-fluoro-4-isoquinolyl)-3-[(4-methoxyphenyl)methyl]hexahydropyrimidine-2,4-dione BrC=1C=CC(=C2C(=CN=CC12)N1C(N(C(CC1)=O)CC1=CC=C(C=C1)OC)=O)F